OCCN1CCC(CC1)C1=CC=C(C=C1)C1C(NC(CC1)=O)=O 3-[4-[1-(2-hydroxyethyl)-4-piperidinyl]phenyl]piperidine-2,6-dione